BrC1=CC=C(C=C1)N(C1=CC=C(C=C1)[N+](=O)[O-])C1=CC=C(C=C1)[N+](=O)[O-] (4-bromophenyl)bis(4-nitrophenyl)amine